COCO[Si](OC)(OC)C1=CC=CC=C1 Methoxyphenyl-trimethoxysilane